methyl 12-bromododecanoate BrCCCCCCCCCCCC(=O)OC